ClC1=CC=C(C=N1)NC1=NC=CC2=CC(=CC=C12)OC1C(CCCC1)O 2-((1-((6-chloropyridin-3-yl)amino)isoquinolin-6-yl)oxy)cyclohexan-1-ol